(4-fluoropyridin-2-yl)-4-methylpiperazine FC1=CC(=NC=C1)N1CCN(CC1)C